3-(4-fluorophenyl)-1-methyl-4-oxopyridine-2-carboxylic acid FC1=CC=C(C=C1)C1=C(N(C=CC1=O)C)C(=O)O